C1(CCCCC1)C1=CC=C(C=C1)NC=1C2=C(N=C(N1)C1=CC(=NC=C1)C#N)C(N(C2)C(C)C)=O 4-{4-[(4-cyclohexylphenyl)amino]-7-oxo-6-(propan-2-yl)-6,7-dihydro-5H-pyrrolo[3,4-d]pyrimidin-2-yl}pyridine-2-carbonitrile